(S)-benzyl 3-(8-bromo-1-methyl-6-(pyridin-2-yl)-4H-benzo[f]imidazo[1,2-a][1,4]diazepin-4-yl)propanoate BrC=1C=CC2=C(C(=N[C@H](C=3N2C(=CN3)C)CCC(=O)OCC3=CC=CC=C3)C3=NC=CC=C3)C1